(R)-6-(2-amino-3-(methylthio)propyl)-7-bromo-N-(thiophen-2-ylmethyl)thieno[3,2-d][1,2,3]triazin-4-amine N[C@H](CC1=C(C=2N=NN=C(C2S1)NCC=1SC=CC1)Br)CSC